CC12NC=NC1=NC(=NC2(N)C(N)=O)N 5-methyl-amino-6-carbamoyl-adenine